NC=1N=C(SC1C(C1=CC=C(C=C1)OCC1=CC=CC=C1)=O)N(C1=CC=C(C=C1)F)C(C(=O)N)C 2-(N-[4-amino-5-(4-benzyloxybenzoyl)thiazol-2-yl]-4-fluoro-anilino)propanamide